C(C)C1C(NC=2C=CC=C3C=C(N1C32)C(=O)O)=O 11-ethyl-10-oxo-1,9-diazatricyclo[6.3.1.04,12]dodeca-2,4,6,8(12)-tetraene-2-carboxylic acid